[Br-].C(=CC)C=1NC=C[N+]1C propenyl-3-methylimidazolium bromide